vinylidene fluoride fluorine [F].C(=C)(F)F